1-(2,5-bis(methoxy-d3)-4-(methyl-d3)phenyl)propan-1,1,2,3,3,3-d6-2-amine hydrochloride Cl.C(OC1=C(C=C(C(=C1)C([2H])([2H])[2H])OC([2H])([2H])[2H])C(C(C([2H])([2H])[2H])(N)[2H])([2H])[2H])([2H])([2H])[2H]